Dipentaerythritol hexakis(2-bromoisobutyrate) BrC(C(=O)OCC(COC(C(C)(C)Br)=O)(COCC(COC(C(C)(C)Br)=O)(COC(C(C)(C)Br)=O)COC(C(C)(C)Br)=O)COC(C(C)(C)Br)=O)(C)C